1-(5-bromo-1,2-thiazol-3-yl)methylamine BrC1=CC(=NS1)CN